3-(5-(difluoromethyl)-1,3,4-thiadiazol-2-yl)-N-(1-methylcyclopropyl)-8-(4-(2,2,2-trifluoroacetyl)piperazin-1-yl)imidazo[1,2-a]pyridine-6-sulfonamide FC(C1=NN=C(S1)C1=CN=C2N1C=C(C=C2N2CCN(CC2)C(C(F)(F)F)=O)S(=O)(=O)NC2(CC2)C)F